COC12CCC(CC1)(C2)N2CC(N(C=1C=NC(=NC21)NC=2C=C1C=CC=NC1=CC2C)C)=O 8-(4-methoxybicyclo[2.2.1]heptan-1-yl)-5-methyl-2-((7-methylquinolin-6-yl)amino)-7,8-dihydropteridin-6(5H)-one